6-chloro-3-(((R)-1-(2-cyano-3-((1R,5S,6R)-6-(hydroxymethyl)-3-azabicyclo[3.1.0]hexan-3-yl)-7-methylquinoxalin-5-yl)ethyl)amino)picolinic acid ClC1=CC=C(C(=N1)C(=O)O)N[C@H](C)C1=C2N=C(C(=NC2=CC(=C1)C)C#N)N1C[C@H]2C([C@H]2C1)CO